3-methyl-1-(naphthalen-1-yl)-1H-pyrrole-2,5-dione CC=1C(N(C(C1)=O)C1=CC=CC2=CC=CC=C12)=O